ClC1=NC2=CC=CC(=C2C(=C1)NCCC1=CC=C(C=C1)CS(=O)(=O)N)OC(F)(F)F (4-(2-((2-chloro-5-(trifluoromethoxy)quinolin-4-yl)amino)ethyl)phenyl)methanesulfonamide